C1(CC1)C(=O)NC1=CC(=C(N=N1)C(=O)NC([2H])([2H])[2H])NC1=NC=CC(=C1OC)C1=NOC(=N1)CN1CCOCC1 6-cyclopropaneamido-4-[(3-methoxy-4-{5-[(morpholin-4-yl)methyl]-1,2,4-oxadiazol-3-yl}pyridin-2-yl)amino]-N-(2H3)methylpyridazine-3-carboxamide